COC1=NC=C(C(=N1)OC)C=1C=C(C(N(N1)C)=O)C1C(C1)C(F)(F)F 6-(2,4-dimethoxypyrimidin-5-yl)-2-methyl-4-(2-(trifluoromethyl)cyclopropyl)pyridazine-3(2H)-one